N-((1-aminocyclobutyl)methyl)-4-(6-(5-fluoropyridin-3-yl)pyrazin-2-yl)benzamide NC1(CCC1)CNC(C1=CC=C(C=C1)C1=NC(=CN=C1)C=1C=NC=C(C1)F)=O